thieno[2,3-d]pyrimidinone N1=CN=CC2=C1S(C=C2)=O